(R)-5-ethynyl-2-(4-((1-methylpiperidin-3-yl)amino)pyrido[3,4-d]pyridazin-1-yl)phenol C(#C)C=1C=CC(=C(C1)O)C1=C2C(=C(N=N1)N[C@H]1CN(CCC1)C)C=NC=C2